5-bromo-4-(4-cyanophenyl)-1H-pyrrole-2-carboxylic acid methyl ester COC(=O)C=1NC(=C(C1)C1=CC=C(C=C1)C#N)Br